C(C)C1=C2SC=3C=CC=CC3C(C2=CC(=C1)CC)=O 5,7-diethylthioxanthone